BrC=CC(=O)OC methyl 3-bromo-2-propenoate